N1[C@H](COCC1)C(=O)NC(C(=O)N)CCC(C(=O)N)=O 2-((R)-morpholine-3-carboxamido)-5-oxohexanediamide